benzylidene phosphate P1(=O)(OC(C2=CC=CC=C2)O1)[O-]